2-oxo-5-(4,4,5,5-tetramethyl-1,3,2-dioxaborolan-2-yl)-6-(trifluoromethyl)-1,2-dihydropyridine-3-carbonitrile O=C1NC(=C(C=C1C#N)B1OC(C(O1)(C)C)(C)C)C(F)(F)F